6-(hydroxyethyldithio)-8-(aminomethylthio)octanoic acid OCCSSC(CCCCC(=O)O)CCSCN